4-amino-1-((2R,3S,4S,5R)-3,4-bis((tert-butyldimethylsilyl)oxy)-5-(((tert-butyldimethylsilyl)-oxy)-methyl)tetrahydrothiophen-2-yl)pyrimidin-2(1H)-one NC1=NC(N(C=C1)[C@@H]1S[C@@H]([C@H]([C@@H]1O[Si](C)(C)C(C)(C)C)O[Si](C)(C)C(C)(C)C)CO[Si](C)(C)C(C)(C)C)=O